NC1=C(C=C(C=C1)S(=O)(=O)NCCOCCOCCOCCNC(OC(C)(C)C)=O)OC tert-Butyl N-[2-[2-[2-[2-[(4-amino-3-methoxy-phenyl)sulfonylamino]ethoxy]ethoxy]-ethoxy]ethyl]carbamate